(2S,2'S)-5-((E)-2-((1R,5S)-6,6-dimethyl-4-oxobicyclo[3.1.1]hept-2-en-2-yl) vinyl)-3-methoxy-1,2-phenylenedi(2-amino-3-methylbutanoate)-dihydrochloride Cl.Cl.CC1([C@H]2C(C=C([C@@H]1C2)/C=C/C=2C=C(C(=C(C2)[C@](C(=O)O)(C(C)C)N)[C@](C(=O)O)(C(C)C)N)OC)=O)C